C(#N)[C@H](C[C@H]1C(NCC1)=O)NC(=O)[C@H]1N([C@@H]2CC([C@H]1CC2)(F)F)C(C(F)(F)C2=CC(=CC(=C2)Cl)Cl)=O (1S,3S,4S)-N-[(1S)-1-cyano-2-[(3S)-2-oxopyrrolidin-3-yl]ethyl]-2-[2-(3,5-dichlorophenyl)-2,2-difluoro-acetyl]-5,5-difluoro-2-azabicyclo[2.2.2]octane-3-carboxamide